C1(CCCCC1)NC=1C2=C(N=CC1C1=CC=C(C=C1)OC(F)(F)F)NC=C2 N-cyclohexyl-5-(4-(trifluoromethoxy)phenyl)-1H-pyrrolo[2,3-b]pyridin-4-amine